ClC=1C=C2C(=NC(N(C2=CC1C1=C(C=CC=C1O)F)C1=C(C=C(C=C1)C(C)C)C)=O)N1[C@H](CN(CC1)C(C=C)=O)C 6-chloro-7-(2-fluoro-6-hydroxyphenyl)-1-(2-methyl-4-(2-propanyl)phenyl)-4-((2S)-2-methyl-4-(2-propenoyl)-1-piperazinyl)-2(1H)-quinazolinone